N1=CNC2=NC=CC(=C21)C=2C=NN(C2)C2=CC=C(C=N2)C(C#N)N2CCOCC2 2-(6-(4-(3H-imidazo[4,5-b]pyridin-7-yl)-1H-pyrazol-1-yl)pyridin-3-yl)-2-morpholinoacetonitrile